9-(benzofuran-2-yl)-9H-xanthene O1C(=CC2=C1C=CC=C2)C2C1=CC=CC=C1OC=1C=CC=CC21